C(C)N1C2=CC=C(C=C2C=2CC(CCC12)(C)C)CNC1=NC2=C(N1)C=CC=C2 N-((9-ethyl-3,3-dimethyl-2,3,4,9-tetrahydro-1H-carbazol-6-yl)methyl)-1H-benzo[d]imidazol-2-amine